O=C1NC(CCC1N1C(C2=CC=C(C=C2C1=O)C1CCN(CC1)CCCO)=O)=O 2-(2,6-dioxopiperidin-3-yl)-5-(1-(3-hydroxypropyl)piperidin-4-yl)isoindoline-1,3-dione